2,5-dibromo-3,6-difluorocyclohexane-2,5-diene BrC=1CC(=C(CC1F)Br)F